Methyl 5-amino-2-{1-[(3S)-tetrahydrofuran-3-yl]-1H-pyrazol-4-yl}benzoate NC=1C=CC(=C(C(=O)OC)C1)C=1C=NN(C1)[C@@H]1COCC1